4-[(trans-4-{2,5-dioxo-3-[5-(trifluoromethyl)-3-pyridinyl]-1-imidazolidinyl}cyclohexyl)oxy]-7-quinazolinecarboxylic acid trifluoroacetate FC(C(=O)O)(F)F.O=C1N(C(CN1C=1C=NC=C(C1)C(F)(F)F)=O)[C@@H]1CC[C@H](CC1)OC1=NC=NC2=CC(=CC=C12)C(=O)O